C(#N)C1=NC=CC(=C1)C1=CN=C(O1)C(=O)N1[C@@H]2[C@H](CC1)[C@@H](N(C2)C#N)C (-)-(3AR,4S,6aR)-1-(5-(2-cyanopyridin-4-yl)oxazol-2-carbonyl)-4-methylhexahydropyrrolo[3,4-b]pyrrole-5(1H)-carbonitrile